tert-butyl (S)-3-(3-chloro-2-methylphenyl)-3-((1'-(methyl-d3)-2'-oxospiro[cyclopropane-1,3'-indolin]-6'-yl)amino)pyrrolidine-1-carboxylate ClC=1C(=C(C=CC1)[C@@]1(CN(CC1)C(=O)OC(C)(C)C)NC1=CC=C2C3(C(N(C2=C1)C([2H])([2H])[2H])=O)CC3)C